C(C)(C)(C)OC(=O)N1CC(C1)N1C(N(C2=C1C=CC=C2)CC2=NC=C(C=C2)C=2OC(=NN2)C(F)F)=O 3-(3-((5-(5-(Difluoromethyl)-1,3,4-oxadiazol-2-yl)pyridin-2-yl)methyl)-2-oxo-2,3-dihydro-1H-benzo[d]imidazol-1-yl)azetidine-1-carboxylic acid tert-butyl ester